1-Pentyloxypropan-2-amin C(CCCC)OCC(C)N